N1(CCNCC1)CCOCCO 2-[2-(1-piperazinyl)-ethoxy]-ethanol